(1s,4s)-N-(3-Methoxy-4-methylphenyl)-4-(5-methyl-8-(methylsulfonamidomethyl)-2-oxo-1,2-dihydroquinazolin-3(4H)-yl)cyclohexanecarboxamide COC=1C=C(C=CC1C)NC(=O)C1CCC(CC1)N1C(NC2=C(C=CC(=C2C1)C)CNS(=O)(=O)C)=O